7-chloro-3-(2,6-dichloro-3,5-dimethoxyphenyl)-1-(4-methoxypiperidin-1-yl)-2,6-naphthyridine ClC1=NC=C2C=C(N=C(C2=C1)N1CCC(CC1)OC)C1=C(C(=CC(=C1Cl)OC)OC)Cl